ClC=1C(=C(C=CC1Cl)NC1=NC=NC2=CC=C(C=C12)N1CCC2N(CCC21)C(=O)OC(C)(C)C)F tert-Butyl 4-(4-((3,4-dichloro-2-fluorophenyl)amino)quinazolin-6-yl)hexahydropyrrolo[3,2-b]pyrrole-1(2H)-carboxylate